COC1=C2C=C(N(C2=CC=C1)C)C(=O)NC1=C(C=C(C=C1)B1OC(C(O1)(C)C)(C)C)OC 4-Methoxy-N-[2-methoxy-4-(4,4,5,5-tetramethyl-1,3,2-dioxaborolan-2-yl)phenyl]-1-methyl-indole-2-carboxamide